2-(2,6-dioxopiperidin-3-yl)-5-((4-(5-ethylpyrimidin-2-yl)piperidin-1-yl)methyl)isoindoline-1,3-dione O=C1NC(CCC1N1C(C2=CC=C(C=C2C1=O)CN1CCC(CC1)C1=NC=C(C=N1)CC)=O)=O